6-[(1S,2S)-2-(6-chloroimidazo[1,2-b]pyridazin-8-yl)cyclopropyl]-4-(2,2,2-trifluoroethoxy)quinoline ClC=1C=C(C=2N(N1)C=CN2)[C@@H]2[C@H](C2)C=2C=C1C(=CC=NC1=CC2)OCC(F)(F)F